1-(5-bromo-4-methylpyridin-2-yl)but-2-en-1-d-1-ol BrC=1C(=CC(=NC1)C(C=CC)(O)[2H])C